O=C1NC=2N(C3(C1)CCCCC3)N=C(C2C#N)C2=CC=C3C=CC(=NC3=C2)C2=CC=CC=C2 5'-Oxo-2'-(2-phenylquinolin-7-yl)-5',6'-dihydro-4'H-spiro[cyclohexane-1,7'-pyrazolo[1,5-a]pyrimidine]-3'-carbonitrile